O[C@@H]1CCN(C1)C([C@H](C(C)C)N1C(C2=CC=CC=C2C1)=O)=O (2S,4R)-4-hydroxy-1-((S)-3-methyl-2-(1-oxoisoindolin-2-yl)butanoyl)pyrrolidine